[Cl-].[Cl-].C[Si](=[Zr+2](C1C(=CC=C1C)C(C)(C)C)C1C(=CC=C1C)C(C)(C)C)C dimethylsilanediyl-bis(2-tert-butyl-5-methyl-cyclopentadienyl)zirconium dichloride